C(C)(C)(C)OC(=O)N1C[C@@H]2COC3=C(CN2CC1)C(=NC(=C3Cl)C3=C(C=CC=C3OC)Cl)Cl (6aR)-1,4-dichloro-3-(2-chloro-6-methoxyphenyl)-6a,7,9,10-tetrahydro-12H-pyrazino[2,1-c]pyrido[3,4-f][1,4]oxaazepin-8(6H)-carboxylic acid tert-butyl ester